2-methyl-1,2-benzisothiazole CN1SC2=C(C1)C=CC=C2